CN(C)C[C@@H]1OCCN(C1)C=1C=CC(=NC1)NC=1C=CC(=C2CNC(C12)=O)C1=CN=C2N1C=CC(=C2)F (S)-7-((5-(2-((dimethylamino)-methyl)morpholino)pyridin-2-yl)amino)-4-(7-fluoroimidazo[1,2-a]pyridin-3-yl)isoindolin-1-one